tert-butyl N-[(E)-{[2-(4-aminophenyl)ethyl](methyl) amino}({[(tert-butoxy)carbonyl]imino})methyl]carbamate NC1=CC=C(C=C1)CCN(C)/C(/NC(OC(C)(C)C)=O)=N/C(=O)OC(C)(C)C